CC1=NOC(=C1C=1C=CC(N(C1)CC=1C=C(OCC(=O)O)C=CC1)=O)C 2-(3-{[5-(3,5-dimethyl-1,2-oxazol-4-yl)-2-oxo-1,2-dihydropyridin-1-yl]methyl}phenoxy)acetic acid